N-[(1R)-1-[3-[3,5-Bis[[tert-butyl(dimethyl)silyl]oxymethyl]phenyl]phenyl]ethyl]-2-methyl-5-(4-methylpiperazin-1-yl)benzamide [Si](C)(C)(C(C)(C)C)OCC=1C=C(C=C(C1)CO[Si](C)(C)C(C)(C)C)C=1C=C(C=CC1)[C@@H](C)NC(C1=C(C=CC(=C1)N1CCN(CC1)C)C)=O